cobalt isodecanoate C(CCCCCCC(C)C)(=O)[O-].[Co+2].C(CCCCCCC(C)C)(=O)[O-]